COC=1C=C(N=NC1OC)C1=CC=C(C=C1)CN[C@@H]1C[C@@H]([C@@H](C1)O)N(C=1C2=C(N=CN1)SC(=C2)CC(F)(F)F)C (1R,2S,4R)-4-({[4-(5,6-dimethoxypyridazin-3-yl)phenyl]methyl}amino)-2-{methyl[6-(2,2,2-trifluoroethyl)thieno[2,3-d]pyrimidin-4-yl]amino}cyclopentan-1-ol